C(C)N(S(=O)(=O)C1=CC=C(C=C1)S(=O)(=O)[C@@H]1C[C@H](CCC1)C(=O)OCC)CC (trans)-ethyl 3-((4-(N,N-diethylsulfamoyl)phenyl)sulfonyl)cyclohexane-1-carboxylate